1-[(1S)-1-(2,3-dichloro-4-methoxyphenyl)ethyl]-3-methyl-3-[(4R)-1-methyl-3,3-dimethyl-4-piperidinyl]-urea ClC1=C(C=CC(=C1Cl)OC)[C@H](C)NC(=O)N([C@H]1C(CN(CC1)C)(C)C)C